7-(4-bromo-3-chloro-benzoyl)-N-[(1-methylbenzimidazol-4-yl)methyl]-3-oxo-2-[4-(2,2,2-trifluoroethoxy)phenyl]-6,8-dihydro-5H-imidazo[1,5-a]pyrazine-1-carboxamide BrC1=C(C=C(C(=O)N2CC=3N(CC2)C(N(C3C(=O)NCC3=CC=CC=2N(C=NC23)C)C2=CC=C(C=C2)OCC(F)(F)F)=O)C=C1)Cl